Cl.O1N=CN=C1C(=O)N 1,2,4-oxadiazol-5-carboxamide hydrochloride